[O-]P([O-])(=O)OP(=O)([O-])[O-].[Fe+3].[Li+] Lithium iron (III) diphosphate